N-(5-(2-(6-azaspiro[3.4]octan-6-yl)acetamido)-2-methylpyridin-3-yl)-2-bromopyrazolo[5,1-b]thiazole-7-carboxamide C1CCC12CN(CC2)CC(=O)NC=2C=C(C(=NC2)C)NC(=O)C=2C=NN1C2SC(=C1)Br